CC1=NC(=CC(=C1)C1=CC=C(C=C1)C)C1=CC=CC=C1 2-methyl-6-phenyl-4-(p-tolyl)pyridine